C12C3CCC(C2CCC1)C3 tricyclo[4.3.0.12,5]decane